1-[3-(4-Chlorophenyl)-1,2,4-oxadiazol-5-yl]ethanone ClC1=CC=C(C=C1)C1=NOC(=N1)C(C)=O